C(C)OC1=NC=CC=C1C1=CC(=C2C(=N1)C(=NN2C(C)C)C)NCC=2OC=NN2 5-(2-ethoxy-3-pyridinyl)-1-isopropyl-3-methyl-N-(1,3,4-oxadiazol-2-ylmethyl)pyrazolo[4,3-b]pyridin-7-amine